OC=1C(C(=C(C(C1Cl)=O)O)Cl)=O 2,5-dihydroxy-3,6-dichloro-1,4-benzoquinone